6-(cyclopentyloxy)-quinazoline-2,4-diol C1(CCCC1)OC=1C=C2C(=NC(=NC2=CC1)O)O